Cl.ClC1=CC2=C(S1)C=CC=C2N2CCNCC2 1-(2-Chlorobenzo[b]thiophen-4-yl)piperazine hydrochloride